(4aR,8aS)-6-[3-[4-(2-Fluorophenoxy)phenyl]azetidine-1-carbonyl]-4,4a,5,7,8,8a-hexahydropyrido[4,3-b][1,4]oxazin-3-one FC1=C(OC2=CC=C(C=C2)C2CN(C2)C(=O)N2C[C@@H]3[C@@H](OCC(N3)=O)CC2)C=CC=C1